(3,5-dimethoxyphenyl)methanone Methyl-(1RS,2SR)-2-((4-methyl-2-(4,4,5,5-tetramethyl-1,3,2-dioxaborolan-2-yl)phenyl)sulfonyl)cyclopentane-1-carboxylate COC(=O)[C@@H]1[C@H](CCC1)S(=O)(=O)C1=C(C=C(C=C1)C)B1OC(C(O1)(C)C)(C)C.COC=1C=C(C=C(C1)OC)C=O |r|